N1=C(C=CC=C1)C1=NN=C(O1)C12CC3(CC(CC(C1)C3)C2)NC(=O)C2=NC(=CC=C2)C 6-Methyl-pyridine-2-carboxylic acid [3-(5-pyridin-2-yl-[1,3,4]oxadiazol-2-yl)-adamantan-1-yl]-amide